Methyl (E)-3-(3'-fluoro-5-((4-methylbenzyl)carbamoyl)-[1,1'-biphenyl]-3-yl)acrylate FC=1C=C(C=CC1)C1=CC(=CC(=C1)C(NCC1=CC=C(C=C1)C)=O)/C=C/C(=O)OC